C(C)[C@@]1(CN2C(O1)=C(C=N2)[S@](=O)(N)=NC(NC2=C1C[C@H](CC1=CC=1CCCC21)F)=O)C (S,2R)-2-ethyl-N'-(((S)-2-fluoro-1,2,3,5,6,7-hexahydro-s-indacen-4-yl)carbamoyl)-2-methyl-2,3-dihydropyrazolo[5,1-b]oxazole-7-sulfonimidamide